methyl 6-tert-butyl-7-[(Z)-2-methoxyvinyl]-5-methyl-pyrrolo[2,3-b]pyrazine-3-carboxylate C(C)(C)(C)C1=C(C=2C(=NC(=CN2)C(=O)OC)N1C)\C=C/OC